diethylaminoethyl-methacrylamide C(C)N(CC)CCC=C(C(=O)N)C